methyl 2-(1-bromo-2-methoxy-2-oxoethyl)-6-chlorobenzoate BrC(C(=O)OC)C1=C(C(=O)OC)C(=CC=C1)Cl